C(CO)O monoethyleneglycol